NN1C(=NC(=C1C(=O)N)C1=CC=C(C=C1)C(NC1=NC=CC(=C1)OC)=O)[C@H]1N(CCC1)C(\C=C\CC)=O (S,E)-1-Amino-4-(4-((4-methoxypyridin-2-yl)carbamoyl)phenyl)-2-(1-(pent-2-enoyl)pyrrolidin-2-yl)-1H-imidazol-5-carboxamid